C(N)(=O)C1CN(CCOC1)C(=O)OC(C)(C)C tert-Butyl 6-carbamoyl-1,4-oxazepane-4-carboxylate